N-(4-methylpentan-2-yl)cyclohexane-1,4-diamine CC(CC(C)NC1CCC(CC1)N)C